C(C)(C)(C)OC(=O)N1[C@H]([C@@H](CCCC1)OC(C1=CC=CC=C1)=O)CC1=CC=CC=C1 |o1:8,9| tert-butyl-(2S*,3R*)-3-(benzoyloxy)-2-benzylazepane-1-carboxylate